C[C@H]1CN(C[C@@H](O1)C)C1=NC(=C2N1C1=CC(=CC=C1N=C2)C=2C=CC(=NC2)OCCCN(C)C)C 3-((5-(1-((2s,6s)-2,6-dimethylmorpholinyl)-3-methylimidazo[1,5-a]quinoxalin-8-yl)pyridin-2-yl)oxy)-N,N-dimethylpropan-1-amine